5-((6-bromo-3H-imidazo[4,5-c]pyridin-4-yl)amino)-2-chloro-N-fluoro-3,4-difluorobenzamide BrC1=CC2=C(C(=N1)NC=1C(=C(C(=C(C(=O)NF)C1)Cl)F)F)NC=N2